CC1CC(CCC1)C 1,3-DIMETHYL-CYCLOHEXANE